N1CC(C1)OCCCC#CC1=CC2=C(N(C(N2C)=O)C2C(NC(CC2)=O)=O)C=C1 3-[5-[5-(Azetidin-3-yloxy)pent-1-ynyl]-3-methyl-2-oxo-benzimidazol-1-yl]piperidine-2,6-dione